(1R)-1-(((1,2-oxaziridin-2-yl)sulfonyl)methyl)-7,7-dimethylbicyclo[2.2.1]heptan-2-one O1N(C1)S(=O)(=O)C[C@]12C(CC(CC1)C2(C)C)=O